CN1N=C(CCC1=O)C(=O)NC=1N=NC(=CC1)CC1=CC(=CC=C1)C(F)(F)F 1-methyl-6-oxo-N-(6-(3-(trifluoromethyl)benzyl)pyridazin-3-yl)-1,4,5,6-tetrahydropyridazine-3-carboxamide